OCCN(CCO)CC(CS(=O)(=O)O)O 3-[N,N-bis(2-hydroxyethyl)amino]-2-hydroxypropanesulphonic acid